C(CCCCCCCCC=C)OCC(CO)O 3-(undec-10-en-1-yloxy)propane-1,2-diol